[I-].C(C)(C)(C)OC(=O)N1CCC(CC1)N1N=CC(=C1)C1=CC=CC=2N(C(=[N+](C21)CC)CN2C(C1=CC=CC=C1C2=O)=O)CC (1-{1-[(tert-butoxy)carbonyl]piperidin-4-yl}-1H-pyrazol-4-yl)-2-[(1,3-dioxo-2,3-dihydro-1H-isoindol-2-yl)methyl]-1,3-diethyl-1H-1,3-benzodiazol-3-ium iodide